(3R,4R)-ethyl 4-(2-chlorophenyl)-1-(2,2,2-trifluoroacetyl)pyrrolidine-3-carboxylate ClC1=C(C=CC=C1)[C@H]1[C@H](CN(C1)C(C(F)(F)F)=O)C(=O)OCC